O1CCN(CC1)CCN1C=NC2=CC=C(C=C2C1=O)C=1C=CC2=C(N=C(S2)NC(=O)NC2=CC=C(C=C2)C(F)(F)F)C1 1-(5-(3-(2-morpholinoethyl)-4-oxo-3,4-dihydro-quinazolin-6-yl)benzo[d]thiazol-2-yl)-3-(4-(trifluoromethyl)phenyl)urea